1,4-dibromo-2,5-dipentyloxybenzene BrC1=C(C=C(C(=C1)OCCCCC)Br)OCCCCC